O=C1NC(CCC1N1C(C2=CC=CC(=C2C1=O)NCCOCCOCCOCCOC1=CC=C(C=C1)NC(C)=O)=O)=O N-(4-(2-(2-(2-(2-(2-(2,6-dioxopiperidin-3-yl)-1,3-dioxoisoindolin-4-ylamino)ethoxy)ethoxy)ethoxy)ethoxy)phenyl)acetamide